N-(4-(4-((8-hydroxyquinolin-5-yl)methyl)piperazin-1-yl)phenyl)acetamide OC=1C=CC(=C2C=CC=NC12)CN1CCN(CC1)C1=CC=C(C=C1)NC(C)=O